C(=O)O.CN1CC(C1)(C)[C@@](C=1C=NC=C(C(=O)O)C1)(C1=CC=C(C=C1)C(C)C)O 5-[(R)-(1,3-dimethyl-azetidin-3-yl)-hydroxy-(4-isopropyl-phenyl)-methyl]-nicotinic acid, formate salt